2-hydroxy-6-(4-chlorobenzylamino)purine OC1=NC(=C2NC=NC2=N1)NCC1=CC=C(C=C1)Cl